Monocitrate HCl Cl.C(CC(O)(C(=O)O)CC(=O)O)(=O)O